CC1(OC2(CC1)CCN(CC2)C=2OC1=C(C(=CC=C1C(C2)=O)O)C2=CC=NN2)C 2-(2,2-dimethyl-1-oxa-8-azaspiro[4.5]decan-8-yl)-7-hydroxy-8-(1H-pyrazol-5-yl)-4H-chromen-4-one